ClC=1C=C(C(=O)NC2=NN(C(=C2)C2=NC3=C(N2)C=CC(=C3)F)C)C=CC1OCCO 3-chloro-N-[5-(5-fluoro-1H-benzimidazol-2-yl)-1-methyl-pyrazol-3-yl]-4-(2-hydroxyethoxy)benzamide